β-ethyl Oxide CCOCC